N-benzyl-3-{5-(bromodifluoromethyl)-1,2,4-oxadiazol-3-yl}benzamide C(C1=CC=CC=C1)NC(C1=CC(=CC=C1)C1=NOC(=N1)C(F)(F)Br)=O